nickel-chromium manganese [Mn].[Cr].[Ni]